3-Amino-N-[4-(2-chloro-6-methyl-phenoxy)-6-[2-(methoxymethyl)phenyl]pyrimidin-2-yl]benzenesulfonamide NC=1C=C(C=CC1)S(=O)(=O)NC1=NC(=CC(=N1)OC1=C(C=CC=C1C)Cl)C1=C(C=CC=C1)COC